BrCCCCCN(C(OCC1=CC=CC=C1)=O)C Benzyl (5-bromopentyl)(methyl)carbamate